2,6-dichloro-N4-ethylpyrimidine-4,5-diamine ClC1=NC(=C(C(=N1)NCC)N)Cl